methyl silanol-hydroxyprolyl Amino aspartate N[C@@H](CC(=O)ON)C(=O)OC([C@H]1NC[C@@H](C1)O)=O.C[SiH2]O